ClC=1C=C(C(=O)O)C=C(C1CC1=C(C(=C(C=C1)O)C(C)C)F)Cl 3,5-dichloro-4-(2-fluoro-4-hydroxy-3-isopropylbenzyl)benzoic acid